6-Bromo-7-iodo-1-(2-isopropyl-4-methylpyridin-3-yl)quinazoline-2,4(1H,3H)-dione BrC=1C=C2C(NC(N(C2=CC1I)C=1C(=NC=CC1C)C(C)C)=O)=O